Cl\C=C/C(F)(F)F cis-1-chloro-3,3,3-trifluoropropene